NC(=[NH2+])NCCNC(CO)=O amino((2-(2-hydroxyacetamido)ethyl)amino)methaniminium